[4-(methylphenylsulfanyl)phenyl]phenylmethane CC1=C(C=CC=C1)SC1=CC=C(C=C1)CC1=CC=CC=C1